1,7-diazaspiro[4.4]nonane N1CCCC12CNCC2